CC1=CC=C(C=C1)S(=O)(=O)O.C(C1=CC=CC=C1)N1CC(CC1)(N)C1=CC(=C(C=C1)Cl)Cl 1-benzyl-3-(3,4-dichlorophenyl)pyrrolidin-3-amine 4-methylbenzenesulfonate